2-(4-methyl-6-(((R)-1-methylpiperidin-3-yl)sulfinyl)pyridazin-3-yl)-5-(trifluoromethyl)phenol CC1=C(N=NC(=C1)S(=O)[C@H]1CN(CCC1)C)C1=C(C=C(C=C1)C(F)(F)F)O